ClC1=CC2=C(N=C(O2)[C@@H]2N(C[C@H](CC2)NC(COC2=CC(=C(C=C2)Cl)F)=O)C(=O)OC(C)(C)C)C=C1 tert-butyl (2R,5S)-2-(6-chloro-1,3-benzoxazol-2-yl)-5-[2-(4-chloro-3-fluorophenoxy)acetamido]piperidine-1-carboxylate